[Zn].B(O)(O)O boric acid zinc